S1C(SCCC1)C1=CC(=C(C#N)C=C1)F 4-(1,3-dithian-2-yl)-2-fluorobenzonitrile